C(C)N(C=1C2=C(N=CN1)C=CS2)CC N,N-diethylthieno[3,2-d]pyrimidin-4-amine